7-cyano-4-(oxetan-3-ylamino)-N-(3,3,3-trifluoropropyl)-5H-pyrido[3,2-b]indole-3-carboxamide C(#N)C=1C=CC=2C3=C(NC2C1)C(=C(C=N3)C(=O)NCCC(F)(F)F)NC3COC3